ClC1=CC2=C(N(C(N=C2N2C[C@H](N(C[C@@H]2C)C(=O)OC(C)(C)C)C)=O)C=2C(=NC=CC2C)C(C)C)N=C1C1=C(C=CC=C1)S(=O)(=O)C tert-butyl (2R,S)-4-(6-chloro-1-(2-isopropyl-4-methylpyridin-3-yl)-7-(2-(methylsulfonyl)phenyl)-2-oxo-1,2-dihydropyrido[2,3-d]pyrimidin-4-yl)-2,5-dimethylpiperazine-1-carboxylate